ICCOC1=CC2=C(N(C=N2)C2CC(C2)(O)C)C=C1 (cis)-3-[5-(2-iodoethoxy)-1H-1,3-benzodiazol-1-yl]-1-methylcyclobutan-1-ol